Cl.CC1=C(CC2OC(C3=CC(=CC=C23)N2CCNCC2)=O)C=CC=C1 3-(2-methylbenzyl)-6-(piperazin-1-yl)isobenzofuran-1(3H)-one hydrochloride